N1(CCNCC1)CC1CCN(CC1)CC(=O)OC methyl 2-(4-(piperazin-1-ylmethyl)piperidin-1-yl)acetate